N-Butyl-2,2-dimethyl-5-(1-methylpiperidin-4-yl)-3,4-dihydroquinoline-1(2H)-carboxamide C(CCC)NC(=O)N1C(CCC2=C(C=CC=C12)C1CCN(CC1)C)(C)C